CC1(CNCCC1NC(OCC1=CC=CC=C1)=O)C Benzyl (3,3-dimethyl piperidin-4-yl)carbamate